N1C=CC2=C(C=CC=C12)C1=CCCN(C1)C(=O)OC(C)(C)C tert-Butyl 5-(1H-indol-4-yl)-3,6-dihydropyridine-1(2H)-carboxylate